C(#N)C1=CC=C(C=C1)C=1C=C(C=NC1)C1=NOC2(C1C1CCC2C1)C(=O)NC=1C=C2C=NNC2=CC1 3-(5-(4-cyanophenyl)pyridin-3-yl)-N-(1H-indazol-5-yl)-3a,4,5,6,7,7a-hexahydro-4,7-methylenebenzo[d]isoxazole-7a-carboxamide